2-{4-[(7-{1-[(tert-butoxy)carbonyl]-8-methyl-1H,2H,3H-pyrido[2,3-b][1,4]oxazin-7-yl}-5H,6H,7H,8H-pyrido[3,4-d]pyrimidin-2-yl)amino]phenyl}acetic acid C(C)(C)(C)OC(=O)N1C2=C(OCC1)N=CC(=C2C)N2CC=1N=C(N=CC1CC2)NC2=CC=C(C=C2)CC(=O)O